BrC1=C(N)C=C(C=C1)Br 2,5-dibromo-aniline